FC1=C(C(=C2C=CNC2=C1)C)OC1=CC(=C(C=C1)F)C=1NC(=CN1)C(C)(CCC=C)C1=CC=CC=C1 6-Fluoro-5-(4-fluoro-3-(5-(2-phenylhex-5-en-2-yl)-1H-imidazol-2-yl)phenoxy)-4-methyl-1H-indole